C(#N)C1(CC(C1)C(=O)O)OC 3-cyano-3-methoxycyclobutane-1-carboxylic acid